Tert-butyl 4-cyano-4-(pyridin-2-ylmethyl)piperidine-1-carboxylate C(#N)C1(CCN(CC1)C(=O)OC(C)(C)C)CC1=NC=CC=C1